[Br-].C(C)OC(=O)C=1C(=CC=2N(C=3C=CC=CC3C2N1)C)[N+]1=CC=CC=C1 1-(2-(ethoxycarbonyl)-5-methyl-5H-pyrido[3,2-b]indol-3-yl)pyridin-1-ium bromide